2-(2-(1-propenoyl-1,2,5,6-tetrahydropyridin-3-yl)thiazol-4-yl)propionic acid C(C=C)(=O)N1CC(=CCC1)C=1SC=C(N1)C(C(=O)O)C